1-methylethyl N-[1-[3-(2-methoxy-3-pyridinyl) pyrazolo[1,5-a]pyrimidin-5-yl]-3-azetidinyl]-N-methylcarbamate COC1=NC=CC=C1C=1C=NN2C1N=C(C=C2)N2CC(C2)N(C(OC(C)C)=O)C